NC1=C(C(=O)OC)C=C(C=C1N)I methyl 2,3-diamino-5-iodobenzoate